C(=CC)[C@H]1C([C@@H]1C(=O)OCC1=C(C(=C(C(=C1F)F)C)F)Cl)(C)C 2-chloro-4-methyl-3,5,6-trifluorobenzyl (1R)-trans-3-(1-propenyl)-2,2-dimethylcyclopropanecarboxylate